C[C@@H](COC)N (S)-(+)-1-methoxy-2-propylamine